C1(CC1)C1=NN(C=N1)C1CC2(CN(C2)C(=O)N2CC3(C2)CN(C3)CC=3SC(=CN3)C(F)(F)F)C1 [6-(3-cyclopropyl-1,2,4-triazol-1-yl)-2-azaspiro[3.3]heptan-2-yl]-[6-[[5-(trifluoromethyl)thiazol-2-yl]methyl]-2,6-diazaspiro[3.3]heptan-2-yl]methanone